[2,6-dimethoxy-4-[5-(1-methylpyrazol-4-yl)benzimidazol-1-yl]phenyl]-(3-phenylazetidin-1-yl)methanone COC1=C(C(=CC(=C1)N1C=NC2=C1C=CC(=C2)C=2C=NN(C2)C)OC)C(=O)N2CC(C2)C2=CC=CC=C2